C(#N)C12CCC(CC1)(CC2)NC(C2=C(C=C(C=C2)F)S(=O)(=O)C)=O N-(4-cyanobicyclo[2.2.2]oct-1-yl)-4-fluoro-2-(methylsulfonyl)benzamide